C1(CC1)C(=O)C=1N=C2N(N1)[C@@H](C[C@@H]2F)CC2CC2 Cyclopropyl-[(5r,7s)-5-(cyclopropylmethyl)-7-fluoro-6,7-dihydro-5H-pyrrolo[1,2-b][1,2,4]triazol-2-yl]methanone